1-(tert-butyl)-N-((4-(3-methyl-1,2,4-oxadiazol-5-yl)benzyl)oxy)-4-(3-(trifluoromethyl)phenoxy)-1H-pyrazole-5-carboxamide C(C)(C)(C)N1N=CC(=C1C(=O)NOCC1=CC=C(C=C1)C1=NC(=NO1)C)OC1=CC(=CC=C1)C(F)(F)F